N-(3-chloro-5-(methylsulfonamido)phenyl)-1-(2-phenylcyclopentyl)-1H-pyrazole-4-carboxamide ClC=1C=C(C=C(C1)NS(=O)(=O)C)NC(=O)C=1C=NN(C1)C1C(CCC1)C1=CC=CC=C1